chromen-3-yl phosphate P(=O)(OC=1COC2=CC=CC=C2C1)([O-])[O-]